2-(benzo[d][1,3]dioxolan-5-ylmethoxy)-6-bromopyridine O1COC2=C1C=CC(=C2)COC2=NC(=CC=C2)Br